C(C1=CC=CC=C1)NC(=O)NS(=O)(=O)C=1SC(=CC1C1=CC=C(C=C1)CN1C(=NC=C1)CC)CC(C)C 1-Benzyl-3-(3-{p-[(2-ethyl-1H-imidazol-1-yl)methyl]phenyl}-5-isobutyl-2-thienylsulfonyl)-urea